N-(1-((4-(trifluoromethyl)phenyl)amino)-2,3-dihydro-1H-inden-5-yl)-acrylamide FC(C1=CC=C(C=C1)NC1CCC2=CC(=CC=C12)NC(C=C)=O)(F)F